4-(5-(5,6-Dimethoxypyridin-3-yl)-3-isopropyl-1H-indol-2-yl)-1H-pyrazolo[3,4-b]pyridin COC=1C=C(C=NC1OC)C=1C=C2C(=C(NC2=CC1)C1=C2C(=NC=C1)NN=C2)C(C)C